NCC1=CC=C(C=C1)S(=O)(NC)=N[Si](C)(C)C(C)(C)C 4-(aminomethyl)-N'-(tert-butyldimethylsilyl)-N-methylbenzenesulfonimidamide